tert-Butyl N-(1-{6-[(cyclopropylmethyl)carbamoyl]pyridin-2-yl}piperidin-4-yl)carbamate C1(CC1)CNC(=O)C1=CC=CC(=N1)N1CCC(CC1)NC(OC(C)(C)C)=O